C(CCCCCCCC)OC(CCCCCC(=O)O)=O 7-(nonyloxy)-7-oxoheptanoic acid